FC1=C(C(=CC(=C1)N1C(O[C@H](C1)CO)=O)F)C=1CCS(CC1)(=O)=O 4-{2,6-difluoro-4-[(5R)-5-(hydroxymethyl)-2-oxo-1,3-oxazolidin-3-yl]phenyl}-3,6-dihydro-1λ6-thiopyran-1,1(2H)-dione